FC1=CC(=C(C=C1)NS(=O)(=O)C1=CC=C(C=C1)NC(NCC=1C=NC=CC1)=O)OC 3-{4-[(4-fluoro-2-methoxyphenyl)sulfamoyl]phenyl}-1-(pyridin-3-ylmethyl)urea